3-hydroxy-2-((3-(4'-((S,E)-4-hydroxy-3-(2-((S)-1-hydroxyethyl)-1H-imidazol-1-yl)but-1-en-1-yl)-[1,1'-biphenyl]-4-yl)cyclobutyl)amino)propanenitrile OCC(C#N)NC1CC(C1)C1=CC=C(C=C1)C1=CC=C(C=C1)\C=C\[C@@H](CO)N1C(=NC=C1)[C@H](C)O